1-imino-4-{3-[2-(trifluoromethyl)[1,1'-biphenyl]-4-yl]prop-2-ynoyl}-1λ6-thiomorpholin-1-one N=S1(CCN(CC1)C(C#CC1=CC(=C(C=C1)C1=CC=CC=C1)C(F)(F)F)=O)=O